C1(=CC=CC=C1)C(=NC=1C=C2C=CN(C2=CC1F)CC1=CC(=CC=C1)C(F)(F)F)C1=CC=CC=C1 N-(diphenylmethylene)-6-fluoro-1-(3-(trifluoromethyl)benzyl)-1H-indol-5-amine